ON1N=NC2=C(C1=O)C=CC=C2 Hydroxy-3,4-Dihydro-4-oxo-1,2,3-benzotriazin